3-[5-methyl-1-[4-(trifluoromethoxy)phenyl]pyrazol-3-yl]cyclobutanol CC1=CC(=NN1C1=CC=C(C=C1)OC(F)(F)F)C1CC(C1)O